FC1=C(C=CC(=C1)F)C=1COC2=CC(=CC=C2C1C1=CC=C(C=C1)N1CCC(CC1)C(OC)OC)OC1OCCCC1 1-(4-(3-(2,4-difluorophenyl)-7-((tetrahydro-2H-pyran-2-yl)oxy)-2H-chromene-4-yl)phenyl)-4-(dimethoxymethyl)piperidine